6-fluoro-7-((4-(3-phenylisoxazolidin-2-yl)-5-(trifluoromethyl)pyrimidin-2-yl)amino)-3,4-dihydroisoquinolin-1(2H)-one FC=1C=C2CCNC(C2=CC1NC1=NC=C(C(=N1)N1OCCC1C1=CC=CC=C1)C(F)(F)F)=O